3,4,5-tris(glycidoxymethyl)styrene C(C1CO1)OCC=1C=C(C=C)C=C(C1COCC1CO1)COCC1CO1